[Fe+3] The molecule is an iron cation and a monoatomic trication. It has a role as a human metabolite, an Escherichia coli metabolite, a mouse metabolite and a cofactor.